The molecule is a fatty acid-taurine conjugate derived from icosanoic acid. It has a role as a mouse metabolite. It derives from an icosanoic acid. It is a conjugate acid of a N-icosanoyltaurine(1-). CCCCCCCCCCCCCCCCCCCC(=O)NCCS(=O)(=O)O